methyl 2-[12-(cyclopropylmethyl)-3,6,12-triazatricyclo[7.3.0.02,6]dodeca-1(9),2,4,7,10-pentaen-11-yl]-7-fluoro-1-methyl-benzimidazole-5-carboxylate C1(CC1)CN1C(=CC=2C=CN3C=CN=C3C12)C1=NC2=C(N1C)C(=CC(=C2)C(=O)OC)F